NC1=NN=NN1C[Si](OC)(OC)OC 5-amino-1-[(trimethoxysilyl)methyl]-1H-tetrazole